N-[4-(cyclopropylmethoxy)-2,3-difluoro-phenyl]-6-[(1S,4S)-2,5-diazabicyclo[2.2.1]heptan-2-yl]pyrido[3,2-d]pyrimidin-4-amine C1(CC1)COC1=C(C(=C(C=C1)NC=1C2=C(N=CN1)C=CC(=N2)N2[C@@H]1CN[C@H](C2)C1)F)F